COC([C@@H](N(C(CCCC)=O)CC1=CC=C(C=C1)C1=C(C=CC=C1)C#N)C(C)C)=O N-[(2'-cyanobiphenyl-4-yl)methyl]-N-valeryl-(L)-valine methyl ester